(2R)-3-(((2,3-bis((3-((tertbutoxycarbonyl)(cyclopropylmethyl)-amino)propanoyl)oxy)propoxy)(hydroxy)phosphoryl)oxy)propane-1,2-diyl ditetradecanoate C(CCCCCCCCCCCCC)(=O)OC[C@H](COP(=O)(O)OCC(COC(CCN(CC1CC1)C(=O)OC(C)(C)C)=O)OC(CCN(CC1CC1)C(=O)OC(C)(C)C)=O)OC(CCCCCCCCCCCCC)=O